COC1=C(C=CC=C1)C(C(C(=O)O)=O)(C)C 3-(2-methoxyphenyl)-3-methyl-2-oxobutanoic acid